(2r,4r)-8-isopropyl-2-(5-methylthiazol-2-yl)-5-(4-(trifluoromethyl)benzyl)-5,8-diazaspiro[3.5]nonane-6,9-dione C(C)(C)N1CC(N(C2(CC(C2)C=2SC(=CN2)C)C1=O)CC1=CC=C(C=C1)C(F)(F)F)=O